2-(4-chloro-2-methylsulfonyl-phenyl)-4,4,5,5-tetramethyl-1,3,2-dioxaborolane ClC1=CC(=C(C=C1)B1OC(C(O1)(C)C)(C)C)S(=O)(=O)C